trans-2-phenylcyclopropylamine C1(=CC=CC=C1)[C@H]1[C@@H](C1)N